C(C)(C)(C)C1=CC=C(C=C1)CCC=[N+](C(C)C)[O-] 3-(4-(tert-butyl)phenyl)-N-isopropylpropan-1-imine oxide